bisphosphonate boron [B+3].P([O-])([O-])=O.P([O-])(O)=O